(4-(4-fluoro-2,6-dimethylphenoxy)thiophen-2-yl)methanol FC1=CC(=C(OC=2C=C(SC2)CO)C(=C1)C)C